FC(N1C(N(C2=C1C=C(C=C2)[N+](=O)[O-])CC)=O)F 1-difluoromethyl-3-ethyl-6-nitro-1H-benzo[d]imidazol-2(3H)-one